(4-bromo-5,6,7,8-tetrahydroquinolin-2-yl)methanol BrC1=CC(=NC=2CCCCC12)CO